C(C)(C)(C)C=1C=C(C=C(C1O)C(C)(C)C)CCC(=O)OCCCCCCCCCCCCCCCCCC octadecyl 3-(3,5-di-t-butyl-4-hydroxy phenyl)propionate